1-(4-((methylamino)methyl)phenyl)-1H-indole-3-carbonitrile CNCC1=CC=C(C=C1)N1C=C(C2=CC=CC=C12)C#N